5,5-dioxo-6,7,8,9-tetrahydrothiepino[3,2-b]pyridine-3-carboxylic acid O=S1(CCCCC2=NC=C(C=C21)C(=O)O)=O